2-({4-[(3S)-3-aminopyrrolidin-1-yl]-5-[(4,4-difluorocyclohexyl)carbamoyl]-3-(3,5-difluorophenyl)pyridin-2-yl}oxy)acetic acid N[C@@H]1CN(CC1)C1=C(C(=NC=C1C(NC1CCC(CC1)(F)F)=O)OCC(=O)O)C1=CC(=CC(=C1)F)F